Tri(neo-pentyl)bismuth C(C(C)(C)C)[Bi](CC(C)(C)C)CC(C)(C)C